FC=1C=CC(=NC1)C=1C=NN2C1COCC2 3-(5-Fluoropyridin-2-yl)-6,7-dihydro-4H-pyrazolo[5,1-c][1,4]oxazine